[Si](C1=CC=CC=C1)(C1=CC=CC=C1)(C(C)(C)C)O[C@]1(CN([C@@H](COC1)C)C1=NC(=NC(=N1)OC(C)[C@@H]1N(C[C@@H](C1)F)C)C(NO)=N)C 4-((3R,6S)-6-((tert-butyldiphenylsilyl)oxy)-3,6-dimethyl-1,4-oxazepan-4-yl)-6-(1-((2R,4R)-4-fluoro-1-methylpyrrolidin-2-yl)ethoxy)-N-hydroxy-1,3,5-triazine-2-carboximidamide